C(C1=CC=C(C(=O)[O-])C=C1)(=O)OCC1=CC=CC=C1 monobenzyl terephthalate